C(C=C)(=O)OC1=C(C=C(C=C1C(C)(C)C)C)CC1=C(C(=CC(=C1)C)C(C)(C)C)O 2,2'-methylenebis(4-methyl-6-tert-butylphenol) mono-acrylate